methyl (1s,4s)-4-(3-(4-methoxyphenyl)-1,2,4-oxadiazol-5-yl)cyclohexane-1-carboxylate COC1=CC=C(C=C1)C1=NOC(=N1)C1CCC(CC1)C(=O)OC